sodium distearoyltartrate C(CCCCCCCCCCCCCCCCC)(=O)C(C(C(=O)[O-])(O)C(CCCCCCCCCCCCCCCCC)=O)(O)C(=O)[O-].[Na+].[Na+]